C(\C(\C)=C/C(=O)OCC(CCCC)CC)(=O)OCC(CCCC)CC Di(2-ethylhexyl) citraconate